FC1(CN(CC1)C=1C=C2C(=CC=NC2=CC1)NC1=NC=C(C(=O)NC2=CC=C(C=C2)NC2=CC(=NC=C2)C)C=C1)F 6-(6-(3,3-difluoropyrrolidin-1-yl)quinolin-4-ylamino)-N-(4-(2-methylpyridin-4-ylamino)phenyl)nicotinamide